C(CCC)[SnH](CCCCCC(=C)OCC)CCCC dibutyl(1-ethoxyvinyl)pentylstannane